CC(C(=O)NCC1=C(C=C(C=C1)C1=NC=NN2C1=CC(=C2)N2CCN(CC2)C(=O)OCC2=CC=CC=C2)C)(C)C benzyl 4-[4-[4-[(2,2-dimethylpropanoylamino)methyl]-3-methylphenyl]pyrrolo[2,1-f][1,2,4]triazin-6-yl]piperazine-1-carboxylate